(S)-2-amino-2-oxo-1-phenylethyl-4-methylbenzenesulfonate NC([C@H](C1=CC=CC=C1)OS(=O)(=O)C1=CC=C(C=C1)C)=O